BrC=1C=C(\C(\N(C1)CC(=O)N1CCN(CC1)C(=O)OC(C)(C)C)=N/S(=O)(=O)C1=CC=C(C=C1)C)F tert-butyl 4-[2-[(2E)-5-bromo-3-fluoro-2-(p-tolylsulfonylimino)-1-pyridyl]acetyl]piperazine-1-carboxylate